3-(2-trimethylsilylethoxymethyl)imidazol-4-amine C[Si](CCOCN1C=NC=C1N)(C)C